ClC1=CC(=CC=C1)C(C1=CC=CC=C1)(C1=CC=CC=C1)Cl 1-chloro-3-(chlorodiphenylmethyl)benzene